S1N=C(C=C1)COC1=CC=C2C=C(NC2=C1)CNC(=O)C1(CC1)C N-((6-(isothiazol-3-ylmethoxy)-1H-indol-2-yl)methyl)-1-methylcyclopropanecarboxamide